N-(3-(2-methyl-7-(N-methylmethanesulfonamido)-2,3-dihydro-[1,4]dioxino[2,3-c]pyridin-5-yl)-1H-pyrrolo[2,3-c]pyridin-5-yl)acetamide CC1OC2=C(C(=NC(=C2)N(S(=O)(=O)C)C)C2=CNC3=CN=C(C=C32)NC(C)=O)OC1